1-[[5-chloro-2-(trifluoromethyl)phenyl]methyl]-7-(2-piperazin-1-ylpyridin-4-yl)-3,4-dihydro-2H-pyrido[2,3-b]pyrazine ClC=1C=CC(=C(C1)CN1C2=C(NCC1)N=CC(=C2)C2=CC(=NC=C2)N2CCNCC2)C(F)(F)F